(1S,5R)-1-(4-chloro-3-(trifluoromethyl)phenyl)-3-aza-bicyclo[3.1.0]hexane ClC1=C(C=C(C=C1)[C@]12CNC[C@@H]2C1)C(F)(F)F